FC(C(=O)NCC1=C(C=C(C=C1)C1=CC=C(C=C1)C(F)(F)F)C1=NN(C=C1)C)=C 2-fluoro-N-((3-(1-methyl-1H-pyrazol-3-yl)-4'-(trifluoromethyl)-[1,1'-biphenyl]-4-yl)methyl)-acrylamide